1,2-diaminoxyethane O(N)CCON